OC(CC(=O)[O-])(C(CCCCCCCCCC)C(=O)[O-])C(=O)[O-].C[N+](C)(C)C.C[N+](C)(C)C.C[N+](C)(C)C tetramethylammonium 2-hydroxy-1,2,3-tridecanetricarboxylate